BrC=1C=C2C(=NC1)CN(C2)C(C)=O 1-(3-Bromo-5,7-dihydropyrrolo[3,4-b]pyridin-6-yl)ethanone